OC(CNC(=O)C1=C(C(=C(C(=C1I)N(C)C(CO)=O)I)C(=O)NCC(CO)O)I)CO N,N'-bis(2,3-dihydroxypropyl)-5-[(hydroxyacetyl)methylamino]-2,4,6-triiodo-1,3-benzenedicarboxamide